[(2E)-3,7-dimethylocta-2,6-dienyl] octanoate C(CCCCCCC)(=O)OC\C=C(\CCC=C(C)C)/C